O1CN=C2C1=CN=CN2 4H-pyrimido[4,5-d][1,3]Oxazole